ClC=1C=CC2=C(C(=NCC3=C2N=C(N=C3)NC3=CC=C(C=C3)NC(=O)N3CCN(CC3)C)C3=C(C=CC=C3F)F)C1 4-Methyl-piperazine-1-carboxylic acid {4-[9-chloro-7-(2,6-difluoro-phenyl)-5H-benzo[c]pyrimido[4,5-e]azepin-2-ylamino]-phenyl}-amide